3-((Tert-butyl-dimethylsilyloxy)prop-1-en-2-yl)-5-(3-(3-fluoropropoxy)-4-methoxyphenyl)pyridine [Si](C)(C)(C(C)(C)C)OCC(=C)C=1C=NC=C(C1)C1=CC(=C(C=C1)OC)OCCCF